CS(=O)(=O)O[C@@H]1C[C@@H](C1)N1C(CCC2=CC(=CN=C12)OCCN1CCC2(CC1)C(NC1=CC=C(C=C12)Cl)=O)=O (cis)-3-[6-(2-{5-chloro-2-oxo-1,2-dihydrospiro[indole-3,4'-piperidin]-1'-yl}ethoxy)-2-oxo-1,2,3,4-tetrahydro-1,8-naphthyridin-1-yl]cyclobutyl methanesulfonate